ClC1=NC(=CC(=N1)C1=CC=C(C=C1)C1=CC=CC2=CC=CC=C12)C1=CC=C(C=C1)C=1C=NC=CC1 2-chloro-4-{4-(naphthalen-1-yl)phenyl}-6-{4-(pyridin-3-yl)phenyl}pyrimidine